C(=O)(OCC1=CC=CC=C1)N[C@@H](CC1=CNC2=CC=CC=C12)C(=O)O N-Cbz-L-Tryptophan